ClC1=C(C=CC(=C1)Cl)C=1CCCC2=C(C1C1=CC=C(C=C1)N1CCC(CC1)CN1CCN(CC1)C=1C=C3CN(C(C3=CC1)=O)[C@@H]1C(NC(CC1)=O)=O)C=CC(=C2)C(=O)O (S)-8-(2,4-dichlorophenyl)-9-(4-(4-((4-(2-(2,6-dioxopiperidin-3-yl)-1-oxoisoindolin-5-yl)piperazin-1-yl)methyl)piperidin-1-yl)phenyl)-6,7-dihydro-5H-benzo[7]annulene-3-carboxylic acid